17-hydroxy-eicosatetraenoic acid OC(CCCCCCCC=CC=CC=CC=CC(=O)O)CCC